(3-bromo-2-methylphenyl)(tert-butyloxycarbonyl)carbamic acid tert-butyl ester C(C)(C)(C)OC(N(C(=O)OC(C)(C)C)C1=C(C(=CC=C1)Br)C)=O